(3-cyano-4-(2,6-dichloro-8-fluoro-4-oxo-3,4-dihydroquinazolin-7-yl)-7-fluorobenzo[b]thiophen-2-yl)carboxylic acid tert-butyl ester C(C)(C)(C)OC(=O)C1=C(C2=C(S1)C(=CC=C2C2=C(C=C1C(NC(=NC1=C2F)Cl)=O)Cl)F)C#N